FC(CC1CCC=2N(C1)C(=NC2)C(=O)[O-])(F)F.[K+] potassium 6-(2,2,2-trifluoroethyl)-5,6,7,8-tetrahydroimidazo[1,5-a]pyridine-3-carboxylate